NCC=1C=C(C=CC1)C=1C=C(C2=C(C(=CO2)COC2=C(C=CC=C2)CC(=O)OCC)C1)NCCOC ethyl 2-(2-((5-(3-(aminomethyl)phenyl)-7-((2-methoxy ethyl)amino)benzofuran-3-yl)methoxy)phenyl)acetate